ClC=1C2=C(N=CN1)N(C=C2I)CC=O 2-(4-chloro-5-iodo-7H-pyrrolo[2,3-d]pyrimidin-7-yl)acetaldehyde